C(C)OC([C@@H](N(CC)CC1=CC=NC=C1)C)=O isonicotinyl-ethyl-alanine ethyl ester